COC(C1=CC(=C(C=C1)N)NCC1OCC1)=O 4-amino-3-((oxetan-2-ylmethyl)amino)benzoic acid methyl ester